N-phenyl-N'-benzoylthiourea C1(=CC=CC=C1)NC(=S)NC(C1=CC=CC=C1)=O